3-[N-(4-diphenylaminophenyl)-N-phenylamino]-9-phenylcarbazole C1(=CC=CC=C1)N(C1=CC=C(C=C1)N(C1=CC=CC=C1)C=1C=CC=2N(C3=CC=CC=C3C2C1)C1=CC=CC=C1)C1=CC=CC=C1